C(C1=CC=CC=C1)OC1=C(C=C(C=C1)OC)F 1-(benzyloxy)-2-fluoro-4-methoxybenzene